ClC1=CC2=C(N=C(N=C2O)C)C=N1 6-Chloro-2-methylpyrido[3,4-d]pyrimidin-4-ol